N1(CCCCC1)C=1N=CC(=NC1)C(=O)O 5-(piperidin-1-yl)pyrazine-2-carboxylic acid